C(CCCCCCC\C=C\C#CC=C)=O (9E)-9,13-tetradecadiene-11-ynal